C1(CCCCC1)OC1=CC=C(C=N1)CNC(=O)[C@H]1N(C[C@@H](C1)O)C([C@H](C(C)(C)C)N1N=NC(=C1)C1CC1)=O (2S,4R)-N-[[6-(cyclohexoxy)-3-pyridyl]methyl]-1-[(2S)-2-(4-cyclopropyltriazol-1-yl)-3,3-dimethyl-butanoyl]-4-hydroxy-pyrrolidine-2-carboxamide